2,4,6-trimethylbenzoyl phenylphosphinate C1(=CC=CC=C1)P(OC(C1=C(C=C(C=C1C)C)C)=O)=O